C1(=CC=CC=C1)[C@H]1N=C(OC1)C1=NC(=CC=C1)C=1OC[C@H](N1)C1=CC=CC=C1 (R,R)-2,6-Bis(4-phenyl-2-oxazolin-2-yl)pyridine